[F-].C(CCCCCCC)[NH+]1CC(CC1)CCC 1-Octyl-3-propylpyrrolidinium fluoride